3-(5-(4-((1-(4-((1S,2S)-2-cyclohexyl-6-hydroxy-1,2,3,4-tetrahydronaphthalene-1-yl)phenyl)Piperidin-4-yl)methyl)piperazin-1-yl)-1-oxoisoindolin-2-yl)piperidine-2,6-dione C1(CCCCC1)[C@H]1[C@H](C2=CC=C(C=C2CC1)O)C1=CC=C(C=C1)N1CCC(CC1)CN1CCN(CC1)C=1C=C2CN(C(C2=CC1)=O)C1C(NC(CC1)=O)=O